CN(C)CC1(CC1)COC=1N=C(C2=C(N1)CN(C2)C(=O)C2=CC(=CC1=CC=CC(=C21)I)O)N2CCC(CCC2)O (2-((1-((dimethylamino)methyl)cyclopropyl)methoxy)-4-(4-hydroxyazepan-1-yl)-5,7-dihydro-6H-pyrrolo[3,4-d]pyrimidin-6-yl)(3-hydroxy-8-iodonaphthalen-1-yl)methanone